1-isopropyl-3-(4-methoxyphenyl)-N-(4-((5-methylpyrazolo[1,5-a]pyrimidin-7-yl)oxy)phenyl)-2,4-dioxo-1,2,3,4-tetrahydropyrimidine-5-carboxamide C(C)(C)N1C(N(C(C(=C1)C(=O)NC1=CC=C(C=C1)OC1=CC(=NC=2N1N=CC2)C)=O)C2=CC=C(C=C2)OC)=O